CC=1C(=NC(=C(C1)NC(OC1=CC=C(C=C1)C)=O)C1=CC=CC=C1)C1=CC(=NC=C1)C(F)(F)F p-tolyl (3-methyl-6-phenyl-2'-(trifluoromethyl)-[2,4'-bipyridin]-5-yl)carbamate